BrC=1C(=C(C=O)C=CC1)OCC#C 3-bromo-2-(prop-2-yn-1-yloxy)benzaldehyde